FC1=C(C=C(C#N)C=C1)C(=O)N1CCC2(C(N3[C@H](O2)CC[C@H]3C3=CC(=CC=C3)F)=O)CC1 4-fluoro-3-[(5'S,7a'R)-5'-(3-fluorophenyl)-3'-oxotetrahydro-1H,3'H-spiro[piperidine-4,2'-pyrrolo[2,1-b][1,3]-oxazole]-1-carbonyl]benzonitrile